2-{5-[cis-3-(5-amino-7-methoxy[1,2,4]triazolo[1,5-c]quinazolin-2-yl)cyclobutyl]pyridin-2-yl}propan-2-ol NC1=NC=2C(=CC=CC2C=2N1N=C(N2)[C@H]2C[C@H](C2)C=2C=CC(=NC2)C(C)(C)O)OC